O1CCC2=C1C=CC(=C2)[S@@](=O)(=N)C=2C=C1C=NN(C(C1=CC2)=O)CC=2C=NC(=CC2)OC |r| Racemic-6-(2,3-dihydrobenzofuran-5-sulfonimidoyl)-2-((6-methoxypyridin-3-yl)methyl)phthalazine-1(2H)-one